8-cyclopentyl-tetracyclo[4.4.0.12,5.17,10]-3-dodecene C1(CCCC1)C1C2C3C4C=CC(C3C(C1)C2)C4